N-(5-((2-(2-azabicyclo[2.2.1]heptan-2-yl)ethyl)carbamoyl)-2-fluorophenyl)-2-(1-methyl-1H-pyrazol-4-yl)-1H-pyrrolo[2,3-b]pyridine-5-carboxamide C12N(CC(CC1)C2)CCNC(=O)C=2C=CC(=C(C2)NC(=O)C=2C=C1C(=NC2)NC(=C1)C=1C=NN(C1)C)F